CCC1=NC=C(C(=C1O)C=O)COP(=O)(O)O methyl-pyridoxal-P